OC1=C(C(=CC2=CC(=CC=C12)C)O)C(=O)O 1,3-dihydroxy-6-methyl-naphthalene-2-carboxylic acid